4-((4-cyclopropyl-2-(N-methylmethylsulfonamido)phenyl)amino)-N-methoxy-6-((5-Methoxypyridin-2-yl)amino)nicotinamide C1(CC1)C1=CC(=C(C=C1)NC1=CC(=NC=C1C(=O)NOC)NC1=NC=C(C=C1)OC)N(S(=O)(=O)C)C